C(C)(=O)N1C[C@@H](CC1)OC=1C(=CC(=NC1)C#N)C1=CC=2N(C=C1)N=C(C2)NC(=O)C2CC2 (R)-N-(5-(5-((1-Acetylpyrrolidin-3-yl)oxy)-2-cyanopyridin-4-yl)pyrazolo[1,5-a]pyridin-2-yl)cyclopropanecarboxamide